tert-butyl 2-(1-(3-methoxyphenyl)cyclopropyl)-4-oxo-3,4,5,7,8,9-hexahydro-6H-pyrimido[5,4-c]azepine-6-carboxylate COC=1C=C(C=CC1)C1(CC1)C=1NC(C=2CN(CCCC2N1)C(=O)OC(C)(C)C)=O